C[C@@H]1CN(C[C@@H](N1)C)C1=NC=C(C=N1)C#C 2-[(3R,5S)-3,5-dimethylpiperazin-1-yl]-5-ethynylpyrimidine